2-((4-(chlorodifluoromethoxy)phenyl)amino)pyridine ClC(OC1=CC=C(C=C1)NC1=NC=CC=C1)(F)F